butyric acid-2-(3-hydroxy-1-oxopropyl) hydrazide OCCC(=O)NNC(CCC)=O